5-(1-(((1R,3R)-3-fluorocyclopentyl)methyl)-1H-pyrazol-4-yl)-6-(1-methyl-1H-benzo[d]imidazol-5-yl)picolinonitrile F[C@H]1C[C@@H](CC1)CN1N=CC(=C1)C=1C=CC(=NC1C1=CC2=C(N(C=N2)C)C=C1)C#N